N-(1-cyanoisopropyl)-2-amino-3-methyl-5-chlorobenzamide C(#N)C(C)(C)NC(C1=C(C(=CC(=C1)Cl)C)N)=O